C[S-] methanethiolate